[Na+].Cl[O-].[Li+].OCCCNC(C(=C)C)=O.Cl[O-] N-hydroxypropyl-methacrylamide lithium hypochlorite sodium